N1-ethyl-N1,N2-dimethylethane-1,2-diamine C(C)N(CCNC)C